N[C@H]1CN(CCC1)C=1C(=CC(=NC1)C1=CC(=CC=C1)S(=O)(=O)C)CC1=CN=C2N1C=CN=C2N (R)-3-((5-(3-aminopiperidin-1-yl)-2-(3-(methylsulfonyl)phenyl)pyridin-4-yl)methyl)imidazo[1,2-a]pyrazin-8-amine